BrC(C1=CC(=C(C=C1)C)F)([2H])[2H] 4-(bromomethyl-d2)-2-fluoro-1-methylbenzene